1-(4-(benzyloxy)phenyl)-7-fluoro-2,3,4,9-tetrahydro-1H-pyrido[3,4-b]indole-3-carboxylic acid C(C1=CC=CC=C1)OC1=CC=C(C=C1)C1NC(CC2=C1NC1=CC(=CC=C21)F)C(=O)O